4-(5-(3-(2-(3-carboxypropanoyl)-6-methoxythieno[3,2-b]pyridin-5-yl)propoxy)-6-methoxybenzo[b]thiophen-2-yl)-2-methyl-4-oxobutanoic acid C(=O)(O)CCC(=O)C1=CC2=NC(=C(C=C2S1)OC)CCCOC1=CC2=C(SC(=C2)C(CC(C(=O)O)C)=O)C=C1OC